ClC=1C=CC(=NC1)C1=CC=C(N1C1=C(C=CC=C1)C(F)(F)F)C1=CC=C(C(=O)NCCN(C)C)C=C1 4-[5-(5-chloro-2-pyridinyl)-1-[2-(trifluoromethyl)phenyl]pyrrol-2-yl]-N-[2-(dimethylamino)ethyl]-benzamide